(2R,3S)-2-(3-(4-chloro-5-fluoro-1H-benzo[d]imidazol-1-yl)propyl)piperidin-3-ol dihydrochloride Cl.Cl.ClC1=C(C=CC=2N(C=NC21)CCC[C@H]2NCCC[C@@H]2O)F